ClC=1C=NC=C(C1[C@@H](C)OC=1C=C2C(=NNC2=CC1)C1=CC=2N(C=C1)C=C(N2)C(=O)NC)Cl (R)-7-(5-(1-(3,5-dichloropyridin-4-yl)ethoxy)-1H-indazol-3-yl)-N-methylimidazo[1,2-a]pyridine-2-carboxamide